(2R)-4,4-difluoro-2-(4-fluorophenyl)-N-[4-(6-fluoro-3-phenyl-1H-pyrrolo[3,2-b]pyridin-2-yl)pyridin-2-yl]butanamide FC(C[C@@H](C(=O)NC1=NC=CC(=C1)C1=C(C2=NC=C(C=C2N1)F)C1=CC=CC=C1)C1=CC=C(C=C1)F)F